3-((4-ethylphenyl)sulfonyl)-4-(4-hydroxypiperidin-1-yl)quinoline-6-carboxylate C(C)C1=CC=C(C=C1)S(=O)(=O)C=1C=NC2=CC=C(C=C2C1N1CCC(CC1)O)C(=O)[O-]